P(=O)([O-])([O-])[O-].[Mg+2].[Mg+2].[Mg+2].[Na+] sodium tri-magnesium phosphate